N-oleyl-palmitoleamide C(CCCCCCC\C=C/CCCCCCCC)NC(CCCCCCC\C=C/CCCCCC)=O